11-[bis(4-biphenylyl)amino]tribenzo[b,g,p]chrysene C1(=CC=C(C=C1)N(C1=CC2=C(C=3C4=CC=CC=C4C4=C(C3C=3C=C5C(=CC23)C=CC=C5)C=CC=C4)C=C1)C1=CC=C(C=C1)C1=CC=CC=C1)C1=CC=CC=C1